(1S)-6-chloro-9'-methyl-10'-oxo-3,4-dihydro-2H-spiro[naphthalene-1,19'-[17]oxa[1,9]diazatricyclo[11.7.2.0~16,21~]docosa[13,15,21]triene]-12'-carboxylic acid ClC=1C=C2CCC[C@]3(COC4=CC=C5C(CC(N(CCCCCCCN(C3)C4=C5)C)=O)C(=O)O)C2=CC1